C(C)(=O)NC1=CC=C(C=C1)S(=O)(=O)Cl N-acetyl-4-aminobenzenesulfonyl chloride